ClC1=C(OC(C(=O)O)(C)C)C(=CC=C1)CN1CCN(CC1)C(=O)OC(C(F)(F)F)C(F)(F)F 2-(2-Chloro-6-((4-(((1,1,1,3,3,3-hexafluoropropan-2-yl)oxy)carbonyl)piperazin-1-yl)methyl)phenoxy)-2-methylpropanoic acid